COCCOCCOCCOCCOCCN1CC(C2=CC=CC=C12)(C)C (E)-1-(2,5,8,11,14-pentaoxahexadecan-16-yl)-3,3-dimethylindol